(1R,3S,5R)-2-(2-(4-amino-8-fluoro-9H-pyrimido[4,5-b]indol-9-yl)acetyl)-N-(6-bromopyridin-2-yl)-2-azabicyclo[3.1.0]hexane-3-carboxamide NC1=NC=NC=2N(C3=C(C=CC=C3C21)F)CC(=O)N2[C@@H]1C[C@@H]1C[C@H]2C(=O)NC2=NC(=CC=C2)Br